C(C)(C)(C)OC(=O)N1CCN(CC1)C=1C2=CN(N=C2C(=CC1)C(=O)OC)C(C)C methyl 4-[4-(tert-butoxycarbonyl)piperazin-1-yl]-2-isopropylindazole-7-carboxylate